C1(=CC=CC=C1)P(C1=CC=CC=C1)CC1=CC=CC(=N1)C=O 6-((diphenylphosphino)methyl)pyridinecarboxaldehyde